ClC1=C(C(=O)NC2=C3C=NN(C3=CC=C2)C=2C=NC=C(C2)C)C=C(C=C1)CNC(CC(C)(C)C)=O 2-chloro-5-{[(3,3-dimethylbutyryl)amino]methyl}-N-[1-(5-methylpyridin-3-yl)-1H-indazol-4-yl]benzamide